N1N=CC(=C1)C1=CC=C(C=C1)NC1=NC(=NC=C1)N1C=NC2=C1C=CC(=C2)OC N-(4-(1H-pyrazol-4-yl)phenyl)-2-(5-methoxy-1H-benzo[d]imidazol-1-yl)pyrimidin-4-amine